[C@H]1([C@H](CCCC1)N)N (1S,2S)-Cyclohexane-1,2-diamine